5-(((tert-butyldimethylsilyl)oxy)methyl)thiazole-2-carbaldehyde [Si](C)(C)(C(C)(C)C)OCC1=CN=C(S1)C=O